4-(2-Carbamoylpyrrolidin-1-yl)-1-(4-chlorophenyl)-2-(3-(trifluoromethoxy)phenoxy)-1H-imidazole-5-carboxylic acid methyl ester COC(=O)C1=C(N=C(N1C1=CC=C(C=C1)Cl)OC1=CC(=CC=C1)OC(F)(F)F)N1C(CCC1)C(N)=O